5-(2-furoyl)amino-3-(1-butylpiperidin-4-yl)-1H-indole O1C(=CC=C1)C(=O)NC=1C=C2C(=CNC2=CC1)C1CCN(CC1)CCCC